N-octadecenyl-2-acetyl-3-(4-hydroxybenzyloxy)-pyridin-4-one C(=CCCCCCCCCCCCCCCCC)N1C(=C(C(C=C1)=O)OCC1=CC=C(C=C1)O)C(C)=O